BrC=1C(=C(C=CC1)\C(\C)=N\S(=O)C(C)(C)C)C (E)-N-(1-(3-bromo-2-methylphenyl)ethylidene)-2-methylpropane-2-sulfinamide